FC(C1=NN(C=C1NC(=O)C=1C=NN2C1N=C(C=C2)N2CCOCC2)C2CCC(CC2)CCO)F N-[3-(difluoromethyl)-1-[4-(2-hydroxyethyl)cyclohexyl]pyrazol-4-yl]-5-morpholino-pyrazolo[1,5-a]pyrimidine-3-carboxamide